2-(decyloxy)benzyl bromide C(CCCCCCCCC)OC1=C(CBr)C=CC=C1